C(C)(C)(C)OC(=O)NCCCCC1=NC(=NO1)CC1CCCCC1 (S)-4-((tert-butoxycarbonyl)amino)-1-(3-(cyclohexylmethyl)-1,2,4-oxadiazol-5-yl)butan